C1(CC1)C1=C(C(=NO1)C1=C(C=CC=C1Cl)Cl)CO[C@H]1[C@@H]2CN([C@H](C1)C2)C2=CC(=C(C(=O)O)C=C2)F 4-[(1S,4S,5R)-5-{[5-cyclopropyl-3-(2,6-dichlorophenyl)-1,2-oxazol-4-yl]methoxy}-2-azabicyclo[2.2.1]heptan-2-yl]-2-fluorobenzoic acid